(R)-2-amino-N-((R)-4-(3-chlorophenyl)-1-(4,4,5,5-tetramethyl-1,3,2-dioxaborolan-2-yl)butyl)-3-methoxypropanamide hydrochloride Cl.N[C@@H](C(=O)N[C@@H](CCCC1=CC(=CC=C1)Cl)B1OC(C(O1)(C)C)(C)C)COC